tert-Butyl ((RS)-(2-(((1S,3S)-3-(2-((tert-butyldiphenylsilyl)oxy)ethyl)cyclohexyl)oxy)-6-methylpyridin-3-yl)sulfinyl)carbamate [Si](C1=CC=CC=C1)(C1=CC=CC=C1)(C(C)(C)C)OCC[C@H]1C[C@H](CCC1)OC1=NC(=CC=C1[S@@](=O)NC(OC(C)(C)C)=O)C |&1:33|